C(C=C)(=O)OC(CCCCCCCCCC)COC(C=C)=O 11,12-dodecanediol diacrylate